ClC1=CC(=C(N=N1)C(=O)O)NC1=C(C(=CC=C1)C1=NN(C=N1)C)OC 6-Chloro-4-((2-methoxy-3-(1-methyl-1H-1,2,4-triazol-3-yl)phenyl)amino)pyridazine-3-carboxylic acid